tris[3-bromo-2,2-bis-(bromomethyl)-propyl] phosphate P(=O)(OCC(CBr)(CBr)CBr)(OCC(CBr)(CBr)CBr)OCC(CBr)(CBr)CBr